(7R,8aS)-7-Amino-3-((3,5-difluoro-4-((2-(trifluorometh-yl)pyridin-4-yl)oxy)benzyl)oxy)-7,8,8a,9-tetrahydro-pyrrolo[1',2':3,4]imidazo[1,2-c]pyrimidin-1(6H)-one N[C@@H]1C[C@@H]2N(C=3N(C(N=C(C3)OCC3=CC(=C(C(=C3)F)OC3=CC(=NC=C3)C(F)(F)F)F)=O)C2)C1